FC=1C=C(C=CC1NCC1=CC=C(C=C1)OC(F)(F)F)NC(CC(C)(C)C)=O N-(3-fluoro-4-((4-(trifluoromethoxy)benzyl)amino)phenyl)-3,3-dimethylbutanamide